(tert-butyl-2-((5-chloro-2-(4-(trifluoromethyl)-1H-1,2,3-triazol-1-yl)phenyl)amino)-2-oxoethyl)phenylalanine C(C)(C)(C)C(C(=O)NC1=C(C=CC(=C1)Cl)N1N=NC(=C1)C(F)(F)F)N[C@@H](CC1=CC=CC=C1)C(=O)O